[5-(diphenylphosphanyl)-9,9-dimethyl-9H-xanthen-4-yl]-diphenylphosphane C1(=CC=CC=C1)P(C1=C2OC=3C(=CC=CC3C(C2=CC=C1)(C)C)P(C1=CC=CC=C1)C1=CC=CC=C1)C1=CC=CC=C1